C1(=CC(=CC=C1)C1=C(C(=NC(=C1C#N)N1CCOCC1)N)C#N)C1=CC=CC=C1 4-([1,1'-biphenyl]-3-yl)-2-amino-6-morpholinopyridine-3,5-dicarbonitrile